NC=1OC2=CC=C(C=C2C(C1C(=O)[O-])C(C(=O)OCC)C#N)Br 2-amino-6-bromo-4-(1-cyano-2-ethoxy-2-oxoethyl)-4H-chromen-3-carboxylate